R-Mevalonate C(C[C@@](O)(C)CCO)(=O)[O-]